2-(6-ethylpyridin-3-yl)-N-[(3S)-9-fluoro-2-oxo-5-phenyl-1,3-dihydro-1,4-benzodiazepine-3-yl]-6-(hydroxymethyl)-6,7-dihydro-5H-pyrazolo[5,1-b][1,3]Oxazine-3-carboxamide C(C)C1=CC=C(C=N1)C1=NN2C(OCC(C2)CO)=C1C(=O)N[C@@H]1C(NC2=C(C(=N1)C1=CC=CC=C1)C=CC=C2F)=O